3-(4-cyano-2-fluoro-3-methylthioanilino)-2-hydroxy-2-methyl-3-oxopropanoic acid C(#N)C1=C(C(=C(NC(C(C(=O)O)(C)O)=O)C=C1)F)SC